FC1=CC=C(C=C1)C=1NC(=CC1C(C(=O)N[C@H]1C(NC[C@@H]1O)=O)C)C1=CC=C(C=C1)F (2,5-bis(4-fluorophenyl)-1H-pyrrol-3-yl)-N-((3R,4S)-4-hydroxy-2-oxopyrrolidin-3-yl)propanamide